4-chloro-7-(trifluoromethyl)quinolone ClC1=CC(NC2=CC(=CC=C12)C(F)(F)F)=O